N-(2-(1H-imidazol-1-yl)ethyl)-2-chloro-3,4-bis((4-methoxybenzyl)oxy)benzamide N1(C=NC=C1)CCNC(C1=C(C(=C(C=C1)OCC1=CC=C(C=C1)OC)OCC1=CC=C(C=C1)OC)Cl)=O